1-(isopropylamino)cyclopentane-1-carbonitrile C(C)(C)NC1(CCCC1)C#N